BrCC=1OC(OC1C(C)(C)C)=O 4-(bromomethyl)-5-(tert-butyl)-1,3-dioxol-2-one